C(C1=CC=CC=C1)N1CN(C=C1)CCC 1-Benzyl-3-propylimidazole